ClC1=C(C=CC(=C1)F)C1=CC(OC2=CC(=CC=C12)O[C@@H](C(=O)N1C[C@H](CCC1)CC(=O)OC(C)C)C)=O isopropyl 2-[(3R)-1-[(2R)-2-[4-(2-chloro-4-fluoro-phenyl)-2-oxo-chromen-7-yl]oxypropanoyl]-3-piperidyl]acetate